Cl.Cl.NCC(=O)N1C[C@@H]2CN([C@H](C1)C(C2)(C)C)C2=CC=C(C=C2)OCC 2-amino-1-((1s,5s)-6-(4-ethoxyphenyl)-9,9-dimethyl-3,6-diazabicyclo[3.2.2]non-3-yl)ethan-1-one dihydrochloride